tert-butyl (2-(4-(5-((4-amino-2-(pentan-3-ylamino)imidazo[2,1-f][1,2,4]triazin-7-yl)methyl)-3-methylpyridin-2-yl)piperazin-1-yl)-2-oxoethyl)(methyl)carbamate NC1=NC(=NN2C1=NC=C2CC=2C=C(C(=NC2)N2CCN(CC2)C(CN(C(OC(C)(C)C)=O)C)=O)C)NC(CC)CC